tert-butyl 6-[[2-oxo-4-[1-(trifluoromethyl) vinyl]-1-pyridinyl] methyl]-2-azaspiro[3.3]heptane-2-carboxylate O=C1N(C=CC(=C1)C(=C)C(F)(F)F)CC1CC2(CN(C2)C(=O)OC(C)(C)C)C1